ClC1=C(C=CC=C1C=1C(=NNC1)F)C(=O)N1C[C@H]2COC(CN2CC1)C1=CC=C(C=C1)OC(F)F (2-Chloro-3-(3-fluoro-1H-pyrazol-4-yl)phenyl)((9aS)-3-(4-(difluoromethoxy)phenyl)hexahydropyrazino[2,1-c][1,4]oxazin-8(1H)-yl)methanon